ethylene bis(2-bromoisobutyrate) BrC(C(=O)OCCOC(C(C)(C)Br)=O)(C)C